ClC=1C(=NOC1C)N(S(=O)(=O)C=1C(=NC=CC1)C#CC=1C=C2C(OCC2=CC1C)(C)C)COC N-(4-chloro-5-methylisoxazol-3-yl)-N-(methoxymethyl)-2-((3,3,6-trimethyl-1,3-dihydroisobenzofuran-5-yl)ethynyl)pyridine-3-sulfonamide